(3R,4R)-3-(4-(tert-butoxycarbonyl)phenyl)-4-(hydroxymethyl)-piperidine-1-carboxylic acid tert-butyl ester C(C)(C)(C)OC(=O)N1C[C@H]([C@@H](CC1)CO)C1=CC=C(C=C1)C(=O)OC(C)(C)C